FC=1C(=C(C=2C(=NSN2)C1C=1SC(=CC1)C1=C(C=CC(=C1)C)C)C=1SC(=CC1)C1=C(C=CC(=C1)C)C)OC1=CC=CC=C1 6-fluoro-5-phenoxy-4,7-bis[5-(2,5-dimethylphenyl)-2-thienyl]benzo[c]1,2,5-thiadiazole